C1C(CC2=CC=CC=C12)NC1=NC=C(C=N1)C=1C=C(C=CC1)NC(=O)C=1C=CC(=NC1)CS(=O)(=O)O (5-((3-(2-((2,3-dihydro-1H-inden-2-yl)amino)pyrimidin-5-yl)phenyl)carbamoyl)pyridin-2-yl)methanesulfonic acid